3-((3-(Trifluoromethyl)phenyl)ethynyl)piperidine-1-carboxylic acid tert-butyl ester C(C)(C)(C)OC(=O)N1CC(CCC1)C#CC1=CC(=CC=C1)C(F)(F)F